FC=1C=C(C=C(C1)F)NC(C)C1=CC(=CN2C1=NC(=CC2=O)N2CCOCC2)C(=O)O 9-(1-((3,5-difluorophenyl)amino)ethyl)-2-morpholino-4-oxo-4H-pyrido[1,2-a]pyrimidine-7-carboxylic acid